L-β-Homotyrosine hydrochloride Cl.N[C@@H](CC1=CC=C(C=C1)O)CC(=O)O